Cl.NC1C(C(C1(C)C)OC1=CC(=C(C#N)C=C1)OCC)(C)C 4-((1r,3r)-3-Amino-2,2,4,4-tetramethylcyclobutoxy)-2-ethoxybenzonitrile hydrochloride